6-bromo-N-((5-bromothiophen-2-yl)sulfonyl)benzo[b]thiophene-2-carboxamide BrC=1C=CC2=C(SC(=C2)C(=O)NS(=O)(=O)C=2SC(=CC2)Br)C1